C(C)(C)(C)OC(=O)N1CCN(CC1)C=1SC(=CN1)C#N 4-(5-cyanothiazol-2-yl)piperazine-1-carboxylic acid tert-butyl ester